N-(2-(6-Hydroxy-3,3-dimethyl-2-oxoindoline-5-carbonyl)isoindolin-4-yl)-N-methyl-acrylamide OC1=C(C=C2C(C(NC2=C1)=O)(C)C)C(=O)N1CC2=CC=CC(=C2C1)N(C(C=C)=O)C